4-((4-chlorophenyl)thio)-6-methyl-2-(trifluoromethyl)quinazoline-3-al ClC1=CC=C(C=C1)SC=1N(C(N=C2C=CC(=CC12)C)C(F)(F)F)C=O